N-(3,3-difluorocyclobutyl)-3-((2S)-2-hydroxy-3-(8-(naphthalen-2-ylsulfonyl)-1-oxa-8-azaspiro[4.5]dec-3-ylamino)propoxy)benzenesulfonamide tin iron [Fe].[Sn].FC1(CC(C1)NS(=O)(=O)C1=CC(=CC=C1)OC[C@H](CNC1COC2(C1)CCN(CC2)S(=O)(=O)C2=CC1=CC=CC=C1C=C2)O)F